CN1N=CC(=C1)C(=O)NC1=C2[C@@H](CC(C2=CC=C1)(C)C)C 1-methyl-N-[(3R)-1,1,3-trimethyl-2,3-dihydro-1H-inden-4-yl]-1H-pyrazole-4-carboxamide